[Si](C1=CC=CC=C1)(C1=CC=CC=C1)(C(C)(C)C)OCC(CN1[C@@H](C=2NC3=CC=CC=C3C2C[C@H]1C)C=1SC(=CC1F)CC1CN(C1)CCCF)(F)F (1S,3R)-2-(3-((tert-butyldiphenylsilyl)oxy)-2,2-difluoropropyl)-1-(3-fluoro-5-((1-(3-fluoropropyl)azetidin-3-yl)methyl)thiophen-2-yl)-3-methyl-2,3,4,9-tetrahydro-1H-pyrido[3,4-b]indole